ethyl 5-amino-3-(pyridin-4-yl)-1H-pyrazole-4-carboxylate NC1=C(C(=NN1)C1=CC=NC=C1)C(=O)OCC